BrC1=NC(=CC(=C1F)C(=O)N)C(F)(F)F 2-Bromo-3-fluoro-6-(trifluoromethyl)pyridine-4-carboxamide